FC1=C2C=NC(=NC2=CC=C1)C1=CC=CC=C1 5-fluoro-2-phenylquinazoline